1-(azetidin-1-yl)-2-(5-methoxy-1H-indol-3-yl)ethane-1,2-dione N1(CCC1)C(C(=O)C1=CNC2=CC=C(C=C12)OC)=O